(3R,10R)-7-((S)-4-acryloyl-2-methylpiperazin-1-yl)-9-chloro-10-(2-fluoro-6-hydroxyphenyl)-3-(hydroxymethyl)-2H-[1,4]oxazino[2,3,4-ij]quinazolin-5(3H)-one C(C=C)(=O)N1C[C@@H](N(CC1)C1=NC(N2C3=C(C(=C(C=C13)Cl)C1=C(C=CC=C1O)F)OC[C@H]2CO)=O)C